FC=1C=C(C(=O)NC=2C=C3C(=NN(C3=CC2)C2OCCCC2)\C=C\C2=NC=CC=C2)C=C(C1)F (E)-3,5-difluoro-N-(3-(2-(pyridin-2-yl)vinyl)-1-(tetrahydro-2H-pyran-2-yl)-1H-indazol-5-yl)benzamide